ClC=1C=CC(=C(C1)C1=NOC(=N1)C1CC12CCN(CC2)S(=O)(=O)C2=CC1=C(N=CS1)C=C2)OC 6-({1-[3-(5-chloro-2-methoxyphenyl)-1,2,4-oxadiazol-5-yl]-6-azaspiro[2.5]oct-6-yl}sulfonyl)-1,3-benzothiazole